C(C)(C)(C)N[C@@H]1CC[C@@H]2CN(C[C@@H]21)C=2N=NC(=CN2)C2=C(C=C(C=C2)C=2C=NNC2)O 2-{3-[(3ar,4r,6as)-4-(tert-butylamino)hexahydrocyclopenta[c]pyrrol-2(1H)-yl]-1,2,4-triazin-6-yl}-5-(1H-pyrazol-4-yl)phenol